tert-butyl (3S,4R)-3-((5-chloro-2-((1-ethyl-1H-pyrazol-4-yl) amino)-7-((2-(trimethylsilyl) ethoxy) methyl)-7H-pyrrolo[2,3-d]pyrimidin-4-yl) oxy)-4-fluoropyrrolidine-1-carboxylate ClC1=CN(C=2N=C(N=C(C21)O[C@H]2CN(C[C@H]2F)C(=O)OC(C)(C)C)NC=2C=NN(C2)CC)COCC[Si](C)(C)C